6-amino-2-(2-methoxypyridin-4-yl)-2H-indazol-3-carbonitrile NC=1C=CC2=C(N(N=C2C1)C1=CC(=NC=C1)OC)C#N